2,2-dilinoleyL-4-dimethylaminoethyl-[1,3]-dioxolane C(CCCCCCC\C=C/C\C=C/CCCCC)C1(OCC(O1)CCN(C)C)CCCCCCCC\C=C/C\C=C/CCCCC